8-bromo-3,7-dimethyl-1-(4-(trifluoromethyl)benzyl)-3,7-dihydro-1H-purine-2,6-dione BrC1=NC=2N(C(N(C(C2N1C)=O)CC1=CC=C(C=C1)C(F)(F)F)=O)C